NC=1C=C(CC(C)(C1)O)O 5-amino-1,3-dihydroxytoluene